methyl 2-[[1-[3-[(2,2-difluoro-1,3-benzodioxol-5-yl)-methyl-carbamoyl]phenyl]-3-(trifluoromethyl)-4,5,6,7-tetrahydroindazol-7-yl]oxy]pyridine-4-carboxylate FC1(OC2=C(O1)C=CC(=C2)N(C(=O)C=2C=C(C=CC2)N2N=C(C=1CCCC(C21)OC2=NC=CC(=C2)C(=O)OC)C(F)(F)F)C)F